ClC1=C(C=C2C=C(N=CC2=C1)NC(=O)[C@@H]1CC12CCC2)N2CCN(CC2)[C@]2(COC[C@H]2O)C (1R)-N-(7-chloro-6-(4-((3S,4S)-4-hydroxy-3-methyltetrahydrofuran-3-yl)piperazin-1-yl)isoquinolin-3-yl)spiro[2.3]hexane-1-carboxamide